COC([C@H](CCCCC)[C@H]1C[C@](C[C@@H]1O)(O)C1=CC2=C(S1)C=CC=C2)=O (1R,2R,3R,5s)-2-((R)-3-(benzo[b]thiophen-2-yl)-3,5-dihydroxycyclopentyl)heptanoic acid methyl ester